N-((1,2,3,5,6,7-hexahydro-s-indacen-4-yl)carbamoyl)-5-(hydroxymethyl)-1-isopropyl-1H-pyrazole-3-sulfonimidamide C1CCC2=C(C=3CCCC3C=C12)NC(=O)NS(=O)(=N)C1=NN(C(=C1)CO)C(C)C